(1S,1aS,6aR)-ethyl 4-((3-(4,4,5,5-tetramethyl-1,3,2-dioxaborolan-2-yl)benzyl)oxy)-1,1a,6,6a-tetrahydrocyclopropa[a]indene-1-carboxylate CC1(OB(OC1(C)C)C=1C=C(COC2=CC=3C[C@@H]4[C@H](C3C=C2)[C@H]4C(=O)OCC)C=CC1)C